NC(=O)CCC1=CC=CC=2C3=CC=CC=C3NC12 (2-aminocarbonylethyl)carbazole